1-(4-{8-[(5-chloro-6-fluoro-1H-indazol-4-yl)oxy]-2-[(3S)-tetrahydrofuran-3-ylmethoxy]pyrido[3,4-d]pyrimidin-4-yl}piperazin-1-yl)prop-2-en-1-one ClC=1C(=C2C=NNC2=CC1F)OC1=NC=CC2=C1N=C(N=C2N2CCN(CC2)C(C=C)=O)OC[C@@H]2COCC2